disodium tetradecane-3-ene-1,2-disulfonate C(C(C=CCCCCCCCCCC)S(=O)(=O)[O-])S(=O)(=O)[O-].[Na+].[Na+]